ClC=1C=C(C=CC1Cl)NC1=NC=2C=CC=CC2C2=C1N=C(N2)C2CCCCC2 N-(3,4-dichloro-phenyl)-2-cyclohexyl-1H-imidazo[4,5-c]quinolin-4-amine